CC1(CCNCC1)N(NC(=O)OC(C)(C)C)C(=O)OC(C)(C)C di-tert-butyl 1-(4-methylpiperidin-4-yl)hydrazine-1,2-dicarboxylate